MethoxyPyridinaldoxime COC=1C(=NC=CC1)C=NO